CC1(N(C(N(C1=O)C1=CC(=C(C#N)C=C1)C(F)(F)F)=O)CCNC1=CC=NC2=CC=CC=C12)C 4-(4,4-dimethyl-2,5-dioxo-3-(2-(quinolin-4-ylamino)ethyl)imidazolin-1-yl)-2-(trifluoromethyl)benzonitrile